2-(2,6-DIOXOPIPERIDIN-3-YL)-4-((2-FLUORO-4-((3-MORPHOLINOAZETIDIN-1-YL)METHYL)BENZYL)AMINO)ISOINDOLIN-1,3-DION O=C1NC(CCC1N1C(C2=CC=CC(=C2C1=O)NCC1=C(C=C(C=C1)CN1CC(C1)N1CCOCC1)F)=O)=O